N-(4-(2-amino-5-fluoropyrimidin-4-yl)-2-methylbenzyl)-2-(tert-butyl)thiazole-5-carboxamide NC1=NC=C(C(=N1)C1=CC(=C(CNC(=O)C2=CN=C(S2)C(C)(C)C)C=C1)C)F